C(CCCCCS(=O)(=O)C(CC(=O)C1=C(C=CCC1(C)C)C)C)S(=O)(=O)C(CC(=O)C1=C(C=CCC1(C)C)C)C 3,3'-(hexane-1,6-diyldisulfonyl)bis(1-(2,6,6-trimethylcyclohex-1,3-dien-1-yl)butan-1-one)